N-(benzyloxy)benzenesulfonamide C1=CC=C(C=C1)CONS(=O)(=O)C2=CC=CC=C2